dicyanopyranium C(#N)C=1C(=[O+]C=CC1)C#N